C(=CC)N1CC(CCC1)C=1N=C(N2C(=NC=CC21)N)C2=CC(=C(C(=O)NC1=NC=CC(=C1)C(F)(F)F)C=C2)C(F)(F)F 4-(1-(1-propenylpiperidin-3-yl)-5-aminoimidazo[1,5-c]pyrimidin-3-yl)-2-(trifluoromethyl)-N-(4-(trifluoromethyl)pyridin-2-yl)benzamide